Cl.FC=1C(=NC=C(C1)NC([C@@H]1NCCC1)=O)C1=CC=C(C(=O)O)C=C1 4-[3-fluoro-5-(D-prolylamino)pyridin-2-yl]benzoic acid, hydrochloride salt